C[C@@H]1OC[C@@H]1ON1N=CC=C1 (((2S,3S)-2-methyloxetan-3-yl)oxy)-1H-pyrazol